ethyl 1-(3-chloropropyl)-3-(4-fluorophenyl)-1H-pyrazole-5-carboxylate ClCCCN1N=C(C=C1C(=O)OCC)C1=CC=C(C=C1)F